CC(CCCC)CC(CCCCCCCCCCCCCCCCCC)C 5,7-Dimethylpentacosane